FC1=CC=C(OC2=C(C(=O)NCC3=CC=C(C(=O)O)C=C3)C=C(C=C2)C2=CC=NN2C)C=C1 4-((2-(4-fluorophenoxy)-5-(1-methyl-1H-pyrazol-5-yl)benzamido)methyl)benzoic acid